8-(2-fluoro-4-methoxycarbonyl-5-morpholin-4-ylphenyl)-2,4-dihydro-1,3-benzoxazine FC1=C(C=C(C(=C1)C(=O)OC)N1CCOCC1)C1=CC=CC=2CNCOC21